3,5-dibromo-1-(4-hydroxypentyl)pyrazole-4-carboxylic acid ethyl ester C(C)OC(=O)C=1C(=NN(C1Br)CCCC(C)O)Br